CC=1C2(CCC2)C2(OCCO2)C(C2=CC=CC12)=O 7'-methyl-4'H-dispiro[cyclobutane-1,6'-indene-5',2''-[1,3]dioxolan]-4'-one